2-(4-Fluorophenyl)-2-(4-(trifluoromethyl)pyridin-2-yl)acetonitrile FC1=CC=C(C=C1)C(C#N)C1=NC=CC(=C1)C(F)(F)F